(1R,2S)-4-({[1-({3,4-difluoro-2-[(2-fluoro-4-iodophenyl)amino]phenyl}carbonyl)-3-hydroxyazetidin-3-yl]methyl}amino)cyclopentane-1,2-diol acetate salt C(C)(=O)O.FC=1C(=C(C=CC1F)C(=O)N1CC(C1)(O)CNC1C[C@@H]([C@@H](C1)O)O)NC1=C(C=C(C=C1)I)F